FC1=CC=C(COC=2C=C(C=CC2)C2=NNC=C2C2=CC(=NC(=C2)C)C)C=C1 4-(3-(3-((4-fluorobenzyl)oxy)phenyl)-1H-pyrazol-4-yl)-2,6-dimethylpyridine